N-(7-methoxy-2-(tetrahydro-2H-pyran-4-yl)-2H-indazol-5-yl)-6-(trifluoromethyl)pyridine-2-carboxamide COC1=CC(=CC2=CN(N=C12)C1CCOCC1)NC(=O)C1=NC(=CC=C1)C(F)(F)F